5-aminopentanolactam NC1CCCC(=O)N1